C(#CC#C)C1=NC(=NC(=N1)N[C@@H](C(F)(F)F)C)N[C@@H](C(F)(F)F)C 6-(But-1,3-diyn-1-yl)-N2,N4-bis((R)-1,1,1-trifluoropropan-2-yl)-1,3,5-triazine-2,4-diamine